Cl.Cl.[C@H]12CN(C[C@H](CC1)N2)C=2C1=C(N=C(N2)OCC23CCCN3CC(C2)F)C(=C(N=C1)C1=C(C=CC=C1)C(C)C)F 4-((1R,5S)-3,8-diazabicyclo[3.2.1]octan-3-yl)-8-fluoro-2-((2-fluorotetrahydro-1H-pyrrolizin-7a(5H)-yl)methoxy)-7-(2-isopropylphenyl)pyrido[4,3-d]pyrimidin dihydrochloride